F[C@H]1CN(CC[C@H]1NC1=C2C=C(N(C2=CC=C1)CC(F)(F)F)C#CCNC1=C(C=C(C(=O)NCCCCCCCC(=O)O)C=C1)OC)C 8-[4-(3-{4-[(3S,4R)-3-fluoro-1-methyl-4-piperidylamino]-1-(2,2,2-trifluoroethyl)-2-indolyl}-2-propynylamino)-3-anisoylamino]octanoic acid